2,7-Dihydroxynaphthalin OC1=CC2=CC(=CC=C2C=C1)O